3-(3-hydroxy-3-methyl-butyl)-5-nitro-1-(trideuteriomethyl)benzimidazol-2-one OC(CCN1C(N(C2=C1C=C(C=C2)[N+](=O)[O-])C([2H])([2H])[2H])=O)(C)C